F[C@@H]1CC2=CC=3CCCC3C(=C2C1)NC(=O)NS(=O)(=NC(C1=CC=CC=C1)(C1=CC=CC=C1)C1=CC=CC=C1)C=1C=NN2C1OCC(C2)C N-(((R)-2-fluoro-1,2,3,5,6,7-hexahydro-s-indacen-4-yl)carbamoyl)-6-methyl-N'-trityl-6,7-dihydro-5H-pyrazolo[5,1-b][1,3]oxazine-3-sulfonimidamide